N1C=CC=2C1=NC=C(C2)OC2=C(C(=O)OC)C=CC(=C2)C2CCC(CC2)N2[C@@H](CCC2)C2=C(C=CC=C2)C2CC2 methyl (S)-2-((1H-pyrrolo[2,3-b]pyridin-5-yl)oxy)-4-(4-(2-(2-cyclopropylphenyl)pyrrolidin-1-yl)cyclohexyl)benzoate